1-(5-cyanopyridin-2-yl)-N-{2-[1-(2,3-dihydro-1,4-benzodioxin-5-ylmethyl)piperidin-4-yl]ethyl}piperidine-4-carboxamide C(#N)C=1C=CC(=NC1)N1CCC(CC1)C(=O)NCCC1CCN(CC1)CC1=CC=CC=2OCCOC21